5-formylbenzo[b]thiophene-7-carbonitrile C(=O)C1=CC2=C(SC=C2)C(=C1)C#N